t-butyl-carbazide C(C)(C)(C)NNC(=O)NN